BrC=1C(=NNC1)C#N 4-bromo-1H-pyrazole-3-carbonitrile